ClC1=CC(=C(C=C1)NC1=NC(=NC2=CC=CC=C12)NC1=CC=C(C=C1)N1CCN(CC1)C)NS(=O)(=O)C1CC1 N4-[4-chloro-(3-cyclopropanesulfonamido)phenyl]-N2-[4-(4-methylpiperazin-1-yl)phenyl]quinazoline-2,4-diamine